OC1=C(C=CC=C1)C(/C=C/C1=CC=C(C=C1)N(CC(=O)O)CC(=O)O)=O 2-(4-[(1E)-3-(2-Hydroxyphenyl)-3-oxoprop-1-enyl]phenyl(carboxymethyl)amino)acetic acid